3-fluoro-5-methyl-N-[1-[3-(triazol-2-yl)pyrazin-2-yl]ethyl]benzamide FC=1C=C(C(=O)NC(C)C2=NC=CN=C2N2N=CC=N2)C=C(C1)C